5-(1,4-Diazepan-1-yl)-N-[(1R)-1-[3-(1,3-dimethylpyrazol-4-yl)-5-methoxy-phenyl]ethyl]-2-methyl-benzamide N1(CCNCCC1)C=1C=CC(=C(C(=O)N[C@H](C)C2=CC(=CC(=C2)OC)C=2C(=NN(C2)C)C)C1)C